FC=1C=C(C=CC1F)C1=CC=NC=2N1N=C(C2)C(=O)OC methyl 7-(3,4-difluorophenyl)pyrazolo[1,5-a]pyrimidine-2-carboxylate